O=C1OC2=CC(=CC=C2C(=C1)C1=C(C=CC=C1)C)C(CC(=O)O)C 3-(2-oxo-4-(o-tolyl)-2H-chromen-7-yl)butanoic acid